NC1=NC=C(C(=C1)B(O)O)Cl 2-AMINO-5-CHLORO-PYRIDINE-4-BORONIC ACID